methyl 1-methyl-8-[(1-methylsulfanylcyclopropyl)methoxy]-2-oxo-1,7-naphthyridine-3-carboxylate CN1C(C(=CC2=CC=NC(=C12)OCC1(CC1)SC)C(=O)OC)=O